C[Si](CCCN=C(CC(C)C)C)(OCC)OCC 3-methyldiethoxysilyl-N-(1,3-dimethyl-butylidene)propylamine